tert-butyl 4-(3-iodo-2-oxopyrazin-1-yl)butanoate IC=1C(N(C=CN1)CCCC(=O)OC(C)(C)C)=O